BrC=1C(=CC2=C(C=C(S2)C(CC(=O)OC(C)(C)C)=O)C1F)OC tert-butyl 3-(5-bromo-4-fluoro-6-methoxy-benzothiophen-2-yl)-3-oxo-propanoate